C(=O)OOC(C)(C)C tert-butyl peroxyformate